Methyl (S)-2-amino-4-(methyl(4-(5,6,7,8-tetrahydro-1,8-naphthyridin-2-yl)butyl)amino)butanoate N[C@H](C(=O)OC)CCN(CCCCC1=NC=2NCCCC2C=C1)C